1-(4-chloro-6-methylpyrimidin-2-yl)-3-(isoquinolin-3-yl)urea ClC1=NC(=NC(=C1)C)NC(=O)NC=1N=CC2=CC=CC=C2C1